benzyl (S)-4-(((S)-3-methoxy-1-((naphthalen-1-ylmethyl)amino)-1-oxopropan-2-yl)amino)-3-((4-methylphenyl) sulfonamido)-4-oxobutanoate COC[C@@H](C(=O)NCC1=CC=CC2=CC=CC=C12)NC([C@H](CC(=O)OCC1=CC=CC=C1)NS(=O)(=O)C1=CC=C(C=C1)C)=O